FC1=C(C=CC=C1C[C@@H]1N(CC2(CC2)[C@@H]1NS(=O)(=O)C)C(=O)NCC1COC1)C1=CC=CC=C1 (6S,7S)-6-((2-fluoro-[1,1'-biphenyl]-3-yl)methyl)-7-(methylsulfonamido)-N-(oxetan-3-ylmethyl)-5-azaspiro[2.4]heptane-5-carboxamide